Cl.NC([C@@H](C(N(C)C)=O)NC(=O)C1=CC2=C(N(C(=N2)NC=2SC3=C(N2)C=CC(=C3)C(F)(F)F)C)C=C1)CCC 1-Methyl-2-(6-trifluoromethyl-benzothiazol-2-ylamino)-1H-benzoimidazole-5-carboxylic acid ((S)-2-amino-1-dimethylcarbamoyl-pentyl)-amide hydrochloride